C1(CC1)OC(CCCCCC(C(=O)OCC)(C)C)CCCCCC(C(=O)OCC)(C)C diethyl 8-cyclopropoxy-2,2,14,14-tetramethylpentadecanedioate